O=C1CC[C@@H](O1)C(=O)N1[C@H]([C@H](CCC1)NS(=O)(=O)C)CO[C@@H]1CC[C@@H](CC1)C1=CC=CC=C1 N-((2R,3S)-1-(((2R)-5-oxotetrahydrofuran-2-yl)carbonyl)-2-(((cis-4-phenylcyclohexyl)oxy)methyl)-piperidin-3-yl)methane-sulfonamide